C(C1=CC=CC=C1)OC1=C(C(=C2C[C@@H](N(C2=C1)C(=O)OC(C)(C)C)CN(C(=O)OC(C)(C)C)[C@H](C)CC)F)NCC(=O)OC(C)(C)C tert-butyl (2R)-6-(benzyloxy)-2-({[(2R)-butan-2-yl](tert-butoxycarbonyl)amino}methyl)-5-[(2-tert-butoxy-2-oxoethyl)amino]-4-fluoro-2,3-dihydro-1H-indole-1-carboxylate